O=C1N(CC2=C3C(=CC=C12)C1(CCN(CC1)CC=1C=NN(C1)CC1CCOCC1)CO3)C3C(NC(CC3)=O)=O 3-(6-oxo-1'-((1-((tetrahydro-2H-pyran-4-yl)methyl)-1H-pyrazol-4-yl)methyl)-6,8-dihydro-2H,7H-spiro[furo[2,3-e]isoindole-3,4'-piperidin]-7-yl)piperidine-2,6-dione